5-amino-1-((tetrahydro-2H-pyran-4-yl)methyl)-1H-pyrazole-4-carboxylic acid NC1=C(C=NN1CC1CCOCC1)C(=O)O